C1(N=CC2=C1C=NC2=O)=O pyrrolo[3,4-c]pyrrole-1,4-dione